C(CCCCC)C=1C=C2C(=CC(=NC2=CC1)N(CC(=O)O)C)C=1C=C(C=CC1)C N-(6-hexyl-4-(m-tolyl)quinolin-2-yl)-N-methylglycine